NCCCC(=O)NC1=CC(=CC(=C1)NC(CCCN)=O)NC(CCCN)=O 4-amino-N-[3,5-bis(4-aminobutanoylamino)phenyl]butanamide